OC1=C(C=CC(=C1)C(F)(F)F)C(C)=O 1-(2-hydroxy-4-(trifluoromethyl)phenyl)ethan-1-one